3-(5-(5-(2,3-Dihydro-1H-inden-4-yl)-6-methoxy-1H-pyrazolo[4,3-b]pyridin-3-yl)pyridin-2-yl)-[1,3'-bipyrrolidin]-2'-one C1CCC2=C(C=CC=C12)C1=C(C=C2C(=N1)C(=NN2)C=2C=CC(=NC2)C2CN(CC2)C2C(NCC2)=O)OC